trimethyl-[2-[[5-(1-methylcyclopropoxy)-3-trimethylstannyl-indazol-1-yl]methoxy]ethyl]silane C[Si](CCOCN1N=C(C2=CC(=CC=C12)OC1(CC1)C)[Sn](C)(C)C)(C)C